NC1=NC2=CC=C(C=C2C=C1Br)C(=O)N(CC=1N=NC(=CC1)C(F)(F)F)[C@H](C)C1=NC=CC=C1F 2-amino-3-bromo-N-((1R)-1-(3-fluoro-2-pyridinyl)ethyl)-N-((6-(trifluoromethyl)-3-pyridazinyl)methyl)-6-quinolinecarboxamide